C(C)(C)(C)OC(=O)N1NC[C@H](C1)C.C(C1=CC=CC=C1)C1CCN(CC1)CC1(CC1)NC(=O)C=1NC2=CC=CC=C2C1 |r| N-(1-((4-benzylpiperidin-1-yl)methyl)cyclopropyl)-1H-indol-2-carboxamide tert-butyl-(RS)-4-methylpyrazolidine-1-carboxylate